C(C)(C)(C)OC(=O)N[C@H](C(=O)O)CO (S)-2-((Tert-Butoxycarbonyl)Amino)-3-Hydroxypropanoic Acid